N12C=NC3=NC=NC3=C1NCC2 1,N(6)-ethanoadenine